(S)-2-((4-(6-((4-(dimethylcarbamoyl)-2-fluorobenzyl)oxy)pyridin-2-yl)piperidin-1-yl)methyl)-1-(oxetan-2-ylmethyl)-1H-benzo[d]imidazole-6-carboxylic acid CN(C(=O)C1=CC(=C(COC2=CC=CC(=N2)C2CCN(CC2)CC2=NC3=C(N2C[C@H]2OCC2)C=C(C=C3)C(=O)O)C=C1)F)C